COC(=O)C=1C=C(C=NC1C(F)(F)F)B(O)O (5-(methoxycarbonyl)-6-(trifluoromethyl)pyridin-3-yl)boronic acid